2-((2S,4S)-5-chloro-2-((((cis)-3-(difluoromethyl)cyclobutyl)amino)methyl)-6-fluoro-2-phenyl-2,3-dihydrobenzofuran-4-yl)-3-fluoro-4-(2-hydroxyethoxy)benzamide ClC=1C(=CC2=C(C[C@](O2)(C2=CC=CC=C2)CN[C@@H]2C[C@@H](C2)C(F)F)C1C1=C(C(=O)N)C=CC(=C1F)OCCO)F